N-((S)-2,2-dicyclopropyl-1-(5-((S)-2-methoxy-1-((S)-2-oxo-4-(trifluoromethyl)imidazolidin-1-yl)ethyl)benzo[d]oxazol-2-yl)ethyl)4-methyl-1,2,5-oxadiazole-3-carboxamide C1(CC1)C([C@@H](C=1OC2=C(N1)C=C(C=C2)[C@@H](COC)N2C(N[C@@H](C2)C(F)(F)F)=O)NC(=O)C2=NON=C2C)C2CC2